O=C1N(CC2=CC(=CC=C12)O[C@@H]1[C@H](CCCC1)N1CC(C1)C1COCC1)C1C(NC(CC1)=O)=O 3-(1-oxo-5-(((1S,2S)-2-(3-(tetrahydrofuran-3-yl)azetidin-1-yl)cyclohexyl)oxy)-isoindolin-2-yl)piperidine-2,6-dione